Cl.NCCOCCNC=1N=CC2=C(N1)N(C(C(=C2)C=2C(=C(C=CC2F)NS(=O)(=O)N2C[C@@H](CC2)F)F)=O)C (3R)-N-[3-[2-[2-(2-aminoethoxy)ethylamino]-8-methyl-7-oxopyrido[2,3-d]pyrimidin-6-yl]-2,4-difluorophenyl]-3-fluoropyrrolidine-1-sulfonamide hydrochloride